NC1=C(C=C(N=N1)C1=C(C=CC=C1)O)N1CC2CCC(C1)N2C2=CC(=NC=C2)C#CCN2CC1(C2)CCN(C1)S(=O)(=O)C 2-[6-amino-5-[8-[2-[3-(7-methylsulfonyl-2,7-diazaspiro[3.4]oct-2-yl)prop-1-ynyl]-4-pyridinyl]-3,8-diazabicyclo[3.2.1]oct-3-yl]pyridazin-3-yl]phenol